N7-(1-cyclopentylimidazol-2-yl)-N2-[4-(4-methylpiperazin-1-yl)phenyl]-5-[2-(triisopropylsilyl)ethynyl]pyrido[2,3-d]pyrimidine-2,7-diamine C1(CCCC1)N1C(=NC=C1)NC=1C=C(C2=C(N=C(N=C2)NC2=CC=C(C=C2)N2CCN(CC2)C)N1)C#C[Si](C(C)C)(C(C)C)C(C)C